5-(2-(4-fluorophenyl)pyrrolidin-1-yl)-1H-benzo[d]imidazole FC1=CC=C(C=C1)C1N(CCC1)C1=CC2=C(NC=N2)C=C1